1-(2-bromoethyl)-3-methyl-6-nitro-1H-indazole BrCCN1N=C(C2=CC=C(C=C12)[N+](=O)[O-])C